N,N-diethyl-phenylacetamide C(C)N(C(CC1=CC=CC=C1)=O)CC